FC(C1=CC=C(C=C1)OB(O)O)(F)F (4-(trifluoromethyl)phenyl)boric acid